ClC=1C=C(NC2(NC(=NC3=CC(=C(C=C23)OCCCCl)OC)C(CC(=O)O)C(=O)O)C(CC(=O)O)C(=O)O)C=CC1F 4-(3-chloro-4-fluoroanilino)-7-methoxy-6-(3-chloropropoxy)quinazolinedisuccinic acid